FC1=CC(=CC2=C1N(C=N2)C)OC2=C(C=C(C=C2)NC2=NC=NC1=C2N=C(N=C1)N1CCN(CC1)C(C=C)=O)C 1-(4-(8-((4-((7-fluoro-1-methyl-1H-benzo[d]imidazol-5-yl)oxy)-3-methylphenyl)amino)pyrimido[5,4-d]pyrimidin-2-yl)piperazin-1-yl)prop-2-en-1-one